FC=1C(=NC=C(C1)C)NC(=S)NC(OCC)=O ethyl N-[(3-fluoro-5-methylpyridin-2-yl)carbamothioyl]carbamate